(4-(pyrimidin-5-yl)cyclohexyl)acetamide N1=CN=CC(=C1)C1CCC(CC1)CC(=O)N